4-[(3-chloro-4-fluoro-phenyl)amino]-7-[2-((S)-6-methyl-2-oxo-morpholin-4-yl)-ethoxy]-6-[(vinylcarbonyl)amino]-quinazoline ClC=1C=C(C=CC1F)NC1=NC=NC2=CC(=C(C=C12)NC(=O)C=C)OCCN1CC(O[C@H](C1)C)=O